(4S,5S,6R)-1-(4,4-difluorocyclohexyl)-5,6-difluoro-3-(trifluoromethyl)-5,6-dihydro-4H-cyclopenta[c]pyrazol-4-ol FC1(CCC(CC1)N1N=C(C2=C1[C@H]([C@H]([C@H]2O)F)F)C(F)(F)F)F